CC1=CC=C(C(=N1)C(=O)OC)NC(C)C=1C=C(C=C2C(C=C(OC12)C1=NN(C2=CC=CC=C12)C)=O)C Methyl 6-methyl-3-[1-[6-methyl-2-(1-methylindazol-3-yl)-4-oxo-chromen-8-yl]ethylamino]pyridine-2-carboxylate